[O-2].[In+3].[In+3].[O-2].[O-2] Diindium oxide